C(C)(C)(C)OC(=O)N1CCC(CC1)OC1=C(C=CC=C1)CC1=C(C=C(C=C1)Cl)F 4-(2-(4-chloro-2-fluorobenzyl)phenoxy)piperidine-1-carboxylic acid tert-butyl ester